IC=1C=C(C(=O)NC2=CC=C(C=C2)S(NC=2SC=CN2)(=O)=O)C=CC1OC 3-Iodo-4-methoxy-N-(4-(N-(thiazol-2-yl)sulfamoyl)phenyl)benzamide